C(C)(=O)OC1C2C3C4C=CC(C3C(C1)C2)C4 9-acetoxytetracyclo[6.2.1.13,6.02,7]Dodec-4-ene